C(=C)(C)C1=CC=C(C=C1)C(C=O)=O 1-(4-isopropenylphenyl)ethane-1,2-dione